3',6'-bis(diethylamino)spiro[isoindolin-1,9'-xanthen]-3-one C(C)N(C=1C=CC=2C3(C4=CC=C(C=C4OC2C1)N(CC)CC)NC(C1=CC=CC=C13)=O)CC